methyl 2-(((3S,4R,5R,6R)-4,5-dihydroxy-6-(hydroxymethyl) tetrahydro-2H-pyran-3-yl) amino)-6-methoxypyrimidine-4-carboxylate O[C@@H]1[C@H](CO[C@@H]([C@@H]1O)CO)NC1=NC(=CC(=N1)C(=O)OC)OC